BrC1=C(C(=CC=C1)F)NC(C1=CC=CC=C1)=S N-(2-bromo-6-fluorophenyl)thiobenzamide